Dicyanoperylene C(#N)C1=C(C=2C=3C=CC=C4C=CC=C(C5=CC=CC(=C1)C52)C43)C#N